C1N(CCC2=CC=CC=C12)C[C@H](CNC(=O)C=1N=C2N(CC(CC2)NC(=O)C2=NOC=C2)C1)O N-(2-(((S)-3-(3,4-dihydroisoquinolin-2(1H)-yl)-2-hydroxypropyl)carbamoyl)-5,6,7,8-tetrahydroimidazo[1,2-a]pyridin-6-yl)isoxazole-3-carboxamide